((1R,5R,6S)-6-methyl-6-((6-(1-methyl-1H-pyrazol-4-yl)pyrazolo[1,5-a]pyrazin-4-yl)oxy)-2-azabicyclo[3.2.0]heptan-2-yl)((2S,3R)-3-methyloxiran-2-yl)methanone C[C@]1([C@@H]2CCN([C@@H]2C1)C(=O)[C@H]1O[C@@H]1C)OC=1C=2N(C=C(N1)C=1C=NN(C1)C)N=CC2